(S)-4-benzyl-3-((S)-2-methylpentanoyl)oxazolidin-2-one C(C1=CC=CC=C1)[C@@H]1N(C(OC1)=O)C([C@H](CCC)C)=O